tert-butyl 4-[(4-bromo-2,6-dimethoxy-phenyl)methyl]piperazine-1-carboxylate BrC1=CC(=C(C(=C1)OC)CN1CCN(CC1)C(=O)OC(C)(C)C)OC